C1(CC1)S(=O)(=O)N1N=CC(=C1)C1=NC=CC(=N1)NC1=NC=C(C(=C1)N1CCC(CCC1)O)C#CC=1C=NN(C1)C (2-((2-(1-(cyclopropylsulfonyl)-1H-pyrazol-4-yl)pyrimidin-4-yl)amino)-5-((1-methyl-1H-pyrazol-4-yl)ethynyl)pyridin-4-yl)azepan-4-ol